Sodium rel-(3S,5R,E)-3,5-dihydroxy-7-(1-isopropyl-3-(4-(trifluoromethyl)phenyl)-1H-indol-2-yl)hept-6-enoate O[C@H](CC(=O)[O-])C[C@H](\C=C\C=1N(C2=CC=CC=C2C1C1=CC=C(C=C1)C(F)(F)F)C(C)C)O.[Na+] |o1:1,7|